C(C)(C)(C)C=1C=C(C=CC1)C(C)=O 1-(3-(tert-butyl)phenyl)ethan-1-one